C1(CC=CC1)CCC(=O)O[C@@H]1CC[C@@]2([C@H]3CC[C@@]4([C@H](CC[C@H]4[C@@H]3CC[C@H]2C1)C(C)=O)C)C [(3R,5S,8R,9S,10S,13S,14S,17S)-17-acetyl-10,13-dimethyl-2,3,4,5,6,7,8,9,11,12,14,15,16,17-tetradecahydro-1H-cyclopenta[a]phenanthren-3-yl] 3-cyclopent-3-en-1-ylpropanoate